FC(S(=O)(=O)OCC(F)(F)C1=CC(=C(C(=C1)C)NC(=O)OC(C)(C)C)C)(F)F [4-{(tert-Butoxycarbonyl) amino}-3,5-dimethylphenyl]-2,2-difluoroethyl trifluoromethanesulfonate